[I-].C(CCCCC)OC=1C(=NSN1)C1=CCC[N+](C1)(C(C(C)C)OC(CC1=C(C=CC=C1)OC(CC)=O)=O)C 5-(4-(Hexyloxy)-1,2,5-thiadiazol-3-yl)-1-methyl-1-(2-methyl-1-(2-(2-(propionyloxy)phenyl)acetoxy)propyl)-1,2,3,6-tetrahydropyridin-1-ium iodide